Trifluoromethanesulfonic acid 8-bromo-3-chloroisoquinolin-5-yl ester BrC=1C=CC(=C2C=C(N=CC12)Cl)OS(=O)(=O)C(F)(F)F